4-methoxy-7-(pyridin-4-yl)benzo[d]oxazole COC1=CC=C(C2=C1N=CO2)C2=CC=NC=C2